C(CC)OS(=O)(=O)C1=C(C(=O)OCCC)C=CC=C1 propyl 2-(propoxysulfonyl)-benzoate